diethyl ((3-bromo-5-(1H-imidazol-2-yl)benzo[b]thiophen-2-yl)difluoromethyl)phosphonate BrC=1C2=C(SC1C(F)(F)P(OCC)(OCC)=O)C=CC(=C2)C=2NC=CN2